tert-butyl-3-(4-(2-chloro-7-((2-(trimethylsilyl)ethoxy)methyl)-7H-pyrrolo[2,3-d]pyrimidin-4-yl)-1H-pyrazol-1-yl)azetidine-1-carboxylic acid C(C)(C)(C)C1N(CC1N1N=CC(=C1)C=1C2=C(N=C(N1)Cl)N(C=C2)COCC[Si](C)(C)C)C(=O)O